Tert-Butyl 4-(1-(Furan-2-Ylmethyl)-2-(Trifluoromethyl)-1H-Benzimidazol-4-Yl)Piperazine-1-Carboxylate O1C(=CC=C1)CN1C(=NC2=C1C=CC=C2N2CCN(CC2)C(=O)OC(C)(C)C)C(F)(F)F